C(C1=CC=CC=C1)C1(CN(CC1)S(=O)(=O)C1=NN(N=C1)C)C=1C=C2C=NN(C2=CC1C)C=1C=C(C(N(C1)C)=O)C#N 5-(5-(3-benzyl-1-((2-methyl-2H-1,2,3-triazol-4-yl)sulfonyl)pyrrolidin-3-yl)-6-methyl-1H-indazol-1-yl)-1-methyl-2-oxo-1,2-dihydropyridine-3-carbonitrile